methyluronium bromide hexafluorophosphate F[P-](F)(F)(F)(F)F.[Br-].C[NH+]=C(O)N.C[NH+]=C(O)N